OC1=CC=C(C=C1)C(C)(C1=CC2=CC=CC=C2C=C1)C1=CC=C(C=C1)O bis(4-hydroxyphenyl)-1-(2-naphthyl)-ethane